NC1=NN2C(N=C(C=C2)C=2C=C3CN(C(C3=C(C2)S(=O)(=O)C2CCC2)=O)[C@@H](C)C2CC2)=C1C(=O)NC1CC1 2-amino-5-[7-(cyclobutanesulfonyl)-2-[(1S)-1-cyclopropylethyl]-1-oxo-2,3-dihydro-1H-isoindol-5-yl]-N-cyclopropylpyrazolo[1,5-a]pyrimidine-3-carboxamide